C(CCCCCCCCCCCCC)(=O)[N+](C)(C)[O-] myristoyl-dimethylamine oxide